3-(4-Chloro-phenyl)-adamantane-1-carboxylic acid (5-chloro-benzooxazol-2-yl)-amide ClC=1C=CC2=C(N=C(O2)NC(=O)C23CC4(CC(CC(C2)C4)C3)C3=CC=C(C=C3)Cl)C1